C(CC1=CC=CC=C1)NC=1C(C2=CC=CC=C2C(C1)=O)=O 2-(phenethylamino)naphthalene-1,4-dione